1-[4-(2,4-dioxo-1,2,3,4-tetrahydronaphtho[1,2-b][1,4]diazepine-5-yl)phenyl]-3-phenylthiourea O=C1CC(N(C2=C(N1)C1=CC=CC=C1C=C2)C2=CC=C(C=C2)NC(=S)NC2=CC=CC=C2)=O